2,4-bis(trichloromethyl)-6-[2-(5-methyl-furan-2-yl)vinyl]-1,3,5-triazine ClC(C1=NC(=NC(=N1)C(Cl)(Cl)Cl)C=CC=1OC(=CC1)C)(Cl)Cl